N'-Octadecyltrimethylendiamin C(CCCCCCCCCCCCCCCCC)NCCCN